(2-Phenylthiazolo[5,4-c]pyridin-6-yl)methylamine C1(=CC=CC=C1)C=1SC=2C=NC(=CC2N1)CN